2-(2-(3-methyl-4-phenoxybenzamido)acetyl)-2-azaspiro[4.4]nonane-3-carboxamide CC=1C=C(C(=O)NCC(=O)N2CC3(CC2C(=O)N)CCCC3)C=CC1OC1=CC=CC=C1